6-bromo-2,3,4-trifluorobenzoic acid BrC1=CC(=C(C(=C1C(=O)O)F)F)F